FC1=C(C(=O)O)C(=CC(=C1)N1[C@H](CCCC1)C(F)(F)F)F (R)-2,6-difluoro-4-(2-(trifluoromethyl)piperidin-1-yl)benzoic acid